N-(4-(4-amino-5-(3-fluoro-4-((6-methylpyridin-2-yl)oxy)phenyl)-5H-pyrrolo[3,2-d]pyrimidin-6-yl)-3-methoxyphenyl)acrylamide methyl-3,5-pyridinedicarboxylate COC(=O)C=1C=NC=C(C1)C(=O)O.NC=1C2=C(N=CN1)C=C(N2C2=CC(=C(C=C2)OC2=NC(=CC=C2)C)F)C2=C(C=C(C=C2)NC(C=C)=O)OC